2-{3-[(2R,6S)-2,6-Dimethylmorpholin-4-carbonyl]-5,6-dihydrocyclopenta[c]pyrazol-1(4H)-yl}-1-[4-(3-fluoro-2-methoxyphenyl)piperazin-1-yl]ethan-1-on C[C@@H]1CN(C[C@@H](O1)C)C(=O)C=1C2=C(N(N1)CC(=O)N1CCN(CC1)C1=C(C(=CC=C1)F)OC)CCC2